OCCN1CCN(CC1)CCNC=C1C(CC(CC1=O)C=1SC=CN1)=O 2-(((2-(4-(2-hydroxyethyl)piperazin-1-yl)ethyl)amino)methylene)-5-(thiazol-2-yl)cyclohexane-1,3-dione